[(3S)-3-piperidyl]methyl 4-[6-[5-(6-methyl-2-pyridyl)-1H-imidazol-4-yl]-3-quinolyl]thiophene-2-carboxylate CC1=CC=CC(=N1)C1=C(N=CN1)C=1C=C2C=C(C=NC2=CC1)C=1C=C(SC1)C(=O)OC[C@@H]1CNCCC1